ClC1=NC=NC(=C1Cl)NC(C)C 4,5-dichloro-6-isopropylaminopyrimidine